COC1=C2C=C(C(=O)N(C2=O)CC2(CC2)S(=O)(=O)C)C=C1 4-methoxy-N1-((1-(methylsulfonyl)cyclopropyl)methyl)isophthalimide